NC1=NC=CC=C1C1=NC=2C(=NC(=CC2)C2=CC=CC=C2)N1C1=CC=C(CNC(=O)C=2C=C(C(=O)O)C=C(C2)F)C=C1 3-((4-(2-(2-aminopyridin-3-yl)-5-phenyl-3H-imidazo[4,5-b]pyridin-3-yl)benzyl)carbamoyl)-5-fluorobenzoic acid